COC=1C=C(\C=N\C(C(=O)O)C(C)C)C=CC1OC(\C=C\C1=CC(=CC=C1)OC)=O 2-((E)-((E)-3-methoxy-4-((E)-3-(3-methoxyphenyl)acryloyloxy)benzylidene)amino)-3-methylbutanoic acid